[Si](C)(C)(C(C)(C)C)OCC1CCN(CC1)C=1C=C2C3(C(N(C2=CC1)C1=C(C(=O)N)C(=CC=C1)Cl)=O)CCCCC3 2-(5'-(4-(((tert-butyldimethylsilyl)oxy)methyl)piperidin-1-yl)-2'-oxospiro[cyclohexane-1,3'-indolin]-1'-yl)-6-chlorobenzamide